[4-[[(2S)-2-[[(2S)-2-aminopropanoyl]amino]-5-ureido-pentanoyl]amino]phenyl]methyl-5-bromo-3-[(Z)-1-cyano-2-(5-cyano-2-methoxy-phenyl)vinyl]indole-1-carboxylate N[C@H](C(=O)N[C@H](C(=O)NC1=CC=C(C=C1)COC(=O)N1C=C(C2=CC(=CC=C12)Br)/C(=C/C1=C(C=CC(=C1)C#N)OC)/C#N)CCCNC(=O)N)C